FC(OC1=C(C=CC(=C1)N1CCN(CC1)CCO)NC(=O)C=1C=CC=2C=C3N([C@@H](CNC3=O)C)C2N1)F (R)-N-(2-(difluoromethoxy)-4-(4-(2-hydroxyethyl)piperazin-1-yl)phenyl)-9-methyl-6-oxo-6,7,8,9-tetrahydropyrido[3',2':4,5]pyrrolo[1,2-a]pyrazine-2-carboxamide